N-(pyridin-3-ylmethyl)-2-(pyrimidin-4-yl)imidazo[1,2-a]pyrazin-3-amine N1=CC(=CC=C1)CNC1=C(N=C2N1C=CN=C2)C2=NC=NC=C2